(S)-1'-(5-((5-(aminomethyl)-2-methoxypyridin-3-yl)thio)-1H-imidazo[4,5-b]pyrazin-2-yl)-1,3-dihydrospiro[indene-2,4'-piperidin]-1-amine NCC=1C=C(C(=NC1)OC)SC=1N=C2C(=NC1)NC(=N2)N2CCC1(CC2)[C@@H](C2=CC=CC=C2C1)N